4-(1-(3-formyl-4-methylbenzoyl)piperidin-4-yl)benzonitrile C(=O)C=1C=C(C(=O)N2CCC(CC2)C2=CC=C(C#N)C=C2)C=CC1C